C[C@]12S[P@](O[C@H]1C[C@H](CC2)C(=C)C)(OC2=CC=C(C=C2)[N+](=O)[O-])=S (2R,3aR,6S,7aS)-3a-methyl-2-(4-nitrophenoxy)-6-(prop-1-en-2-yl)hexahydrobenzo[d][1,3,2]oxathiaphosphole 2-sulfide